BrC1=C(C=CC(=C1)OC)NC(C(F)(F)F)=O N-(2-Bromo-4-methoxyphenyl)-2,2,2-trifluoroacetamide